COC1=C(C=C(C=C1)N1C(N(CCC1)CC1=C2C(=NC=C1)N(C=C2)CC(=O)N(C)C)=O)OCCCCC 2-(4-((3-(4-methoxy-3-(pentyloxy)phenyl)-2-oxotetrahydropyrimidin-1(2H)-yl)methyl)-1H-pyrrolo[2,3-b]pyridin-1-yl)-N,N-dimethylacetamide